(2R)-1-(3-(methylsulfonylmethyl)phenoxy)-3-(8-(naphthalen-2-ylsulfonyl)-1-oxa-8-azaspiro[4.5]decan-3-ylamino)propan-2-ol CS(=O)(=O)CC=1C=C(OC[C@@H](CNC2COC3(C2)CCN(CC3)S(=O)(=O)C3=CC2=CC=CC=C2C=C3)O)C=CC1